NC=1N=NC(=CC1C#CC1CCC(CC1)=O)C1=C(C=CC=C1)O 4-((3-amino-6-(2-hydroxyphenyl)pyridazin-4-yl)ethynyl)cyclohexane-1-one